ClC1=C(C(=C2C=NN(C2=C1)C1OCCCC1)B1OC(C(O1)(C)C)(C)C)CCCCOC1CC2(C1)CN(CCC2)C(=O)OC(C)(C)C tert-Butyl 2-(4-(6-chloro-1-(tetrahydro-2H-pyran-2-yl)-4-(4,4,5,5-tetramethyl-1,3,2-dioxaborolan-2-yl)-1H-indazol-5-yl)butoxy)-6-azaspiro[3.5]nonane-6-carboxylate